C1(=CC=CC=C1)C1N(O1)S(=O)(=O)C1=CC=CC=C1 3-phenyl-2-(phenylsulfonyl)oxaziridine